FC1=C(C=CC=C1)C1=C(C(=NC=C1)C1CCC(CC1)(C(F)(F)F)O)NC(=O)C=1C=NC(=NC1)C(C)C N-[4-(2-fluorophenyl)-2-[4-hydroxy-4-(trifluoromethyl)cyclohexyl]-3-pyridyl]-2-isopropyl-pyrimidine-5-carboxamide